CN1CC2(C1)CN(CC2)C2=C(CN1CCN(CC1)C(=O)OC(C(F)(F)F)C(F)(F)F)C=CC(=C2)C(F)(F)F 1,1,1,3,3,3-Hexafluoropropan-2-yl 4-(2-(2-methyl-2,6-diazaspiro[3.4]octan-6-yl)-4-(trifluoromethyl)benzyl)piperazine-1-carboxylate